C(C)(C)(C)C=1C=C(C=C(C1O)C(C)(C)C)C=CC(=O)Cl 3,5-bis(tert-butyl)-4-hydroxyphenylacryloyl chloride